2-chloro-4-(furan-2-yl)pyrimidine ClC1=NC=CC(=N1)C=1OC=CC1